C(C1=CC=CC=C1)(C1=CC=CC=C1)N1CN(CC1)CC=1C=C2C(N(C(C2=CC1)=O)C1C(NC(CC1)=O)=O)=O 5-((3-benzhydryl-imidazolidin-1-yl)methyl)-2-(2,6-dioxopiperidin-3-yl)isoindoline-1,3-dione